C(C)C1=CC(=C(C=C1)NS(=O)(=O)C=1C=CC(=C(C(=O)OC)C1)O)CCC(CC)O methyl 5-(N-(4-ethyl-2-(3-hydroxypentyl) phenyl) sulfamoyl)-2-hydroxybenzoate